CS(=O)(=O)NC1[C@H]2CCN(CC[C@@H]12)C(=O)OCC1=CC=CC=C1 benzyl (1r,7s,8r)-8-(methylsulfonylamino)-4-azabicyclo[5.1.0]octane-4-carboxylate